C12(CCC(CC1)C2)OC(=O)COC(=O)C2C1C=CC(C2)C1 5-norbornyloxy-carbonylmethyloxycarbonyl-bicyclo[2.2.1]Hept-2-ene